N-[(2-Amino-3-pyridyl)sulfonyl]-6-(3-fluoro-5-methylphenyl)-2-[(4S)-2,2,4-trimethylpyrrolidin-1-yl]pyridin-3-carboxamid NC1=NC=CC=C1S(=O)(=O)NC(=O)C=1C(=NC(=CC1)C1=CC(=CC(=C1)C)F)N1C(C[C@@H](C1)C)(C)C